4-amino-5-[2-(2-hydroxyethoxy)-ethyl]-phthalonitrile NC=1C=C(C(C#N)=CC1CCOCCO)C#N